CN(C1=CC=C(C=C1)S(=O)(=O)O)C2=CC3=C(C=C2)C(=C4C=CC(=[N+](C)C5=CC=C(C=C5)S(=O)(=O)O)C=C4O3)C6=CC=CC=C6S(=O)(=O)N7CCC(CC7)C(=O)ON8C(=O)CCC8=O The molecule is a cationic fluorescent dye derived from 9-phenylxanthene. It has a role as a fluorochrome. It is a xanthene dye and an iminium ion.